tert-butyl 4-{6-benzyl-4-cyano-3-[(1-methylpyrrolidin-2-yl)methoxy]-5,6,7,8-tetrahydro-2,6-naphthyridin-1-yl}-3-methylpiperazine-1-carboxylate C(C1=CC=CC=C1)N1CC=2C(=C(N=C(C2CC1)N1C(CN(CC1)C(=O)OC(C)(C)C)C)OCC1N(CCC1)C)C#N